2-Chloro-N-{2-[4-(difluoromethyl)-1,3-thiazol-5-yl]-2-{4-[(6-fluoro-2-methylpyrimidin-4-yl)oxy]piperidin-1-yl}ethyl}-6-fluorobenzamide ClC1=C(C(=O)NCC(N2CCC(CC2)OC2=NC(=NC(=C2)F)C)C2=C(N=CS2)C(F)F)C(=CC=C1)F